ClC=1NN(C(=CC1)Cl)CCC1=C(C=CC=C1)C 3,6-Dichloro-N-[2-(2-methylphenyl)ethyl]pyridazin